NCCCCC1CN(CC1)C(=O)OC(C)(C)C tert-Butyl 3-(4-aminobutyl)pyrrolidine-1-carboxylate